C(C)(C)(C)C1=CC=C(C=C1)C1=C(C=CC=C1)C1=CC=C(C=C1)Cl (4-(tert-butyl)phenyl)(4'-chloro-[1,1'-biphenyl])